2-(4-(2-acetyl-5-chlorophenyl)-2-oxopiperazin-1-yl)-3-phenylpropanoic acid C(C)(=O)C1=C(C=C(C=C1)Cl)N1CC(N(CC1)C(C(=O)O)CC1=CC=CC=C1)=O